9-(2,6-Dimethoxy-pyridin-3-yl)-2-([1,4]dioxan-2-ylmethoxy)-6,7-dihydro-pyrimido[6,1-a]isoquinolin-4-one COC1=NC(=CC=C1C=1C=C2CCN3C(C2=CC1)=CC(=NC3=O)OCC3OCCOC3)OC